C(#N)C=1C=C(C=CC1)C1=NN2C(CN([C@H](C2)C)C(=O)OC(C)(C)C)=C1C1=CC=NC=C1 tert-butyl (6S)-2-(3-cyanophenyl)-6-methyl-3-(pyridin-4-yl)-6,7-dihydropyrazolo[1,5-a]pyrazine-5(4H)-carboxylate